S1CC=C2C1=C1C=CC=CC1=N2 indolothiophene